CC1=C(C=CC(=C1)C(C(F)(F)F)(F)F)CNC(=O)C(=O)N [2-methyl-4-(1,1,2,2,2-pentafluoroethyl)phenyl-methyl]oxamide